3-amino-8-bromo-N-propylimidazo[1,2-a]pyridine-2-carboxamide NC1=C(N=C2N1C=CC=C2Br)C(=O)NCCC